Tert-Butyl (5-(1-phenylvinyl)thiazol-4-yl)carbamate C1(=CC=CC=C1)C(=C)C1=C(N=CS1)NC(OC(C)(C)C)=O